2-(4-cyanophenyl)-N-(3-(9-fluoro-5-oxo-1-thioxo-1,2-dihydro-[1,2,4]triazolo[4,3-a]quinazolin-4(5H)-yl)propyl)acetamide C(#N)C1=CC=C(C=C1)CC(=O)NCCCN1C=2N(C3=C(C=CC=C3C1=O)F)C(NN2)=S